N5-(3-(3,3-dimethylbut-1-yn-1-yl)phenyl)-N5-methylpyrido[3,2-e][1,2,4]triazolo[4,3-a]pyrimidine-2,5-diamine CC(C#CC=1C=C(C=CC1)N(C1=NC=2N(C3=C1C=CC(=N3)N)C=NN2)C)(C)C